Acetamidoaminoethane C(C)(=O)NNCC